CC1=C(C2=C(NN=N2)C=C1)CNC(C1=CC=C(C=C1)OC(F)(F)F)=O N-((5-methyl-1H-benzotriazol-4-yl)methyl)-4-(trifluoromethoxy)-benzamide